2-[2-(2-Bromoethoxy)ethoxy]ethylamine BrCCOCCOCCN